COC=1C=C2C(C(=COC2=CC1OC)C1=CC=C(C=C1)OC)=O 6,7,4'-TRIMETHOXYISOFLAVONE